N[C@@H](C)C(=O)N1CCC(CC1)C1=NC=NC=2N(C3=CC(=CC=C3C21)S(=O)(=O)NC2(CC2)C#N)C=2SC(=NN2)C(F)F 4-(1-(L-alanyl)piperidin-4-yl)-N-(1-cyanocyclopropyl)-9-(5-(difluoro-methyl)-1,3,4-thiadiazol-2-yl)-9H-pyrimido[4,5-b]indole-7-sulfonamide